diazaheptane CCCCCNN